C(C)(C)(CC)C1C(CCCC1)CC(=O)[O-] 2-tert.-pentylcyclohexylacetate